C(=CCC)C1=CC(=CC1)C 1-(butenyl)-3-methylcyclopentadiene